4-cyano-2-butenenitrile C(#N)CC=CC#N